ClC=1C=C2C(=C3C4(NC(NC13)=O)CCCCC4)OC(=C2)C(=O)N2CC(N(CC2)C(C)C)=O 5'-chloro-2'-[3-oxo-4-(propan-2-yl)piperazine-1-carbonyl]-7',8'-dihydro-6'H-spiro[cyclohexane-1,9'-furo[2,3-f]quinazoline]-7'-one